CC(C(=O)OC)(CCCCCCCCCC)S(=O)(=O)O.[Na] sodium methyl methyl-2-sulfolaurate